OC1=C(C=C(C=C1C(F)(F)F)CN[C@@H]1[C@H](CCC1)O)NC(C1=CC(=CC=C1)C1=C(C=NN1C)C1=NN=CN1C)=O N-(2-Hydroxy-5-((((1S,2S)-2-hydroxycyclopentyl)amino)methyl)-3-(trifluoromethyl)phenyl)-3-(1-methyl-4-(4-methyl-4H-1,2,4-triazol-3-yl)-1H-pyrazol-5-yl)benzamide